(2-(benzyloxy)-4,6-dihydroxy-3-methylphenyl)(5,8-dihydropyrido[3,4-d]pyrimidin-7(6H)-yl)methanone sodium sarcosyl-laurate N(C)CC(=O)OC(CCCCCCCCCCC)=O.[Na].C(C1=CC=CC=C1)OC1=C(C(=CC(=C1C)O)O)C(=O)N1CC=2N=CN=CC2CC1